3-(6-chloro-3-((1-(4-ethyl-7-methyl-5-oxo-3-((S)-tetrahydrofuran-3-yl)-4,5-dihydro-3H-pyrazolo[3,4-c]isoquinolin-9-yl)ethyl)amino)pyridin-2-yl)-1,2,4-oxadiazol-5(4H)-one ClC1=CC=C(C(=N1)C1=NOC(N1)=O)NC(C)C=1C=2C3=C(N(C(C2C=C(C1)C)=O)CC)N(N=C3)[C@@H]3COCC3